5-(7-carbamoyl-3-chloro-5-fluoro-2-methyl-1H-indol-4-yl)-3,4-dihydroisoquinoline C(N)(=O)C=1C=C(C(=C2C(=C(NC12)C)Cl)C1=C2CCN=CC2=CC=C1)F